CN1N=CC=2C=NC=C(C21)N 1-METHYL-1H-PYRAZOLO[4,3-C]PYRIDIN-7-AMINE